CC=1C=NNC(C1)=O 4-methyl-1H-pyridazin-6-one